7-((3-(Pyridin-4-yl)-1H-pyrrolo[2,3-b]pyridin-4-yl)oxy)-1,2,3,4-tetrahydroisochinolin N1=CC=C(C=C1)C1=CNC2=NC=CC(=C21)OC2=CC=C1CCNCC1=C2